2-(((3,5-bis-tert-butyl-4-hydroxyphenyl)(phenyl)methyl)thio)acetaldehyde C(C)(C)(C)C=1C=C(C=C(C1O)C(C)(C)C)C(SCC=O)C1=CC=CC=C1